C1(CCC1)N1CC2=CC=C(C=C2CC1)CN1N=C(C(=C1)C(=O)NCC1=C(C(=CC=C1N1N=NC(=C1)C)OC)F)COC 1-[(2-cyclobutyl-3,4-dihydro-1H-isoquinolin-6-yl)methyl]-N-{[2-fluoro-3-methoxy-6-(4-methyl-1,2,3-triazol-1-yl)phenyl]methyl}-3-(methoxymethyl)pyrazole-4-carboxamide